ClC=1C(=NC=C(C1)F)CCl 3-chloro-2-(chloromethyl)-5-fluoropyridine